(3R)-3-((6-(4-(2-fluoro-6-methoxyphenyl)-1-oxo-1,3-dihydro-2H-pyrrolo[3,4-c]pyridin-2-yl)-6'-methyl-[3,3'-bipyridin]-2-yl)amino)pyrrolidine-1-carboxylic acid tert-butyl ester C(C)(C)(C)OC(=O)N1C[C@@H](CC1)NC1=NC(=CC=C1C=1C=NC(=CC1)C)N1CC=2C(=NC=CC2C1=O)C1=C(C=CC=C1OC)F